ClC=1C=C(CN2[C@H](C(N(CC2=O)C2=NC=C(C=C2F)OC)=O)C2COC2)C=CC1F (S)-4-(3-chloro-4-fluoro-benzyl)-1-(3-fluoro-5-methoxypyridin-2-yl)-3-(oxetan-3-yl)piperazine-2,5-dione